(6aR,8R)-2-Chloro-8-((4,5-dimethyl-6-vinylpyridin-3-yl)oxy)-6a-ethyl-5,6,6a,7,8,9-hexahydropyrrolo[1',2':4,5]pyrazino[2,3-c]pyridazine ClC=1C=C2C(=NN1)NC[C@@]1(N2C[C@@H](C1)OC=1C=NC(=C(C1C)C)C=C)CC